ClC1=CC=C(CN2C3(CCN(C3)C3=NC=CC=C3)C(N(CC2=O)[C@@H]2COCC2)=O)C=C1 6-(4-chlorobenzyl)-2-(pyridin-2-yl)-9-((S)-tetra-hydrofuran-3-yl)-2,6,9-triazaspiro[4.5]decane-7,10-dione